O=C[C@H](O)[C@H](O)[C@H](O)[C@H](O)C(=O)O alluronic acid